N1C(=C(C2=CC=CC=C12)C#N)C#N indole-dinitrile